ClC=1C=C(C=CC1)NC(NC1=C(C(=O)NC)C=CC(=C1)OC)=O 2-[3-(3-chlorophenyl)ureido]-4-methoxy-N-methylbenzamide